[Cl-].CC=1C=C(C=C(C1)C)PC(C)C (3,5-dimethylphenyl)isopropylphosphine chloride